C(#N)C1=CC=C(C=C1)C1CCN(CC1)C(=O)C=1C(=CC(=C(C(=O)OC)C1)C1CCC1)CC methyl 5-(4-(4-cyanophenyl) piperidine-1-carbonyl)-2-cyclobutyl-4-ethylbenzoate